N1(CCNCC1)C1=C(C=C(C=C1)N1N=NCC1CCN1C=CC=C1)C(F)(F)F 4-(piperazin-1-yl)-3-(trifluoromethyl)phenyl-5-(2-(pyrrol-1-yl)ethyl)-1,5-dihydro-4H-[1,2,3]triazol